C(\C=C/C\C=C/CCC)OC(CCC)=O butyric acid-(2Z,5Z)-nona-2,5-dien-1-yl ester